acryloyloxyhexyl dihydrogen thiophosphate P(=S)(OCCCCCCOC(C=C)=O)(O)O